tert-butyl (S)-6-(3-(1-(isoquinolin-5-yl)-5-oxo-4,5-dihydro-1H-1,2,4-triazol-3-yl)piperidin-1-yl)-2-azaspiro[3.3]heptane-2-carboxylate C1=NC=CC2=C(C=CC=C12)N1N=C(NC1=O)[C@@H]1CN(CCC1)C1CC2(CN(C2)C(=O)OC(C)(C)C)C1